3-(fluoromethyl)-7-{6-methyl-4-[(1-methylcyclopropyl)amino]furo[2,3-d]pyrimidin-5-carbonyl}-3h,4h,5h,6h,7h,8h-pyrido[3,4-d]pyrimidin-4-one FCN1C=NC2=C(C1=O)CCN(C2)C(=O)C2=C(OC=1N=CN=C(C12)NC1(CC1)C)C